ClC=1C=C(C(=C(C1)C1=C(C=NN1C)C=1C=C2C(=CNC(C2=CC1)=O)CNC(OC(C)(C)C)=O)C#N)OC1CC1 tert-butyl ((6-(5-(5-chloro-2-cyano-3-cyclopropoxyphenyl)-1-methyl-1H-pyrazol-4-yl)-1-oxo-1,2-dihydroisoquinolin-4-yl)methyl)carbamate